tert-butyl (3S)-4-(4-[[(benzyloxy)carbonyl]amino]-2-nitrophenyl)-3-methylpiperazine-1-carboxylate C(C1=CC=CC=C1)OC(=O)NC1=CC(=C(C=C1)N1[C@H](CN(CC1)C(=O)OC(C)(C)C)C)[N+](=O)[O-]